(1R,2S)-2-[3-{[4-(2-Phenylethoxyl)-2-(trifluoromethyl)benzoyl]amino}-4-(trifluoromethyl)phenyl]cyclopropanecarboxylic acid C1(=CC=CC=C1)CCOC1=CC(=C(C(=O)NC=2C=C(C=CC2C(F)(F)F)[C@@H]2[C@@H](C2)C(=O)O)C=C1)C(F)(F)F